ClC=1N=CC(=NC1)CC(=O)NC (5-Chloropyrazin-2-yl)-N-methylacetamide